FC1=CC=C(O[C@@H](CN2C(N(C(C3=C2SC(=C3C)C=3OC=CN3)=O)C(C(=O)O)(C)C)=O)C3=CC=CC=C3)C=C1 (R)-2-(1-(2-(4-fluorophenoxy)-2-phenylethyl)-5-methyl-6-(oxazol-2-yl)-2,4-dioxo-1,2-dihydrothieno[2,3-d]pyrimidin-3(4H)-yl)-2-methylpropanoic acid